CO[Si](OC)(OC)C1=CC=CC2=CC=CC=C12 trimethoxysilyl-naphthalene